NC1=C(N=CC2=C(C=CC=C12)C=1C(=NC=CC1)Cl)C(=O)NCCC 4-amino-8-(2-chloropyridin-3-yl)-N-propylisoquinoline-3-carboxamide